1-(4-chloro-3-(trifluoromethyl)phenyl)-3-(2,4-difluoro-3-(3-(pyrrolidin-1-yl)quinoxaline-6-carbonyl)phenyl)urea ClC1=C(C=C(C=C1)NC(=O)NC1=C(C(=C(C=C1)F)C(=O)C=1C=C2N=C(C=NC2=CC1)N1CCCC1)F)C(F)(F)F